CC(C)[C@H](C(=O)O)O The molecule is the R-enantiomer of 2-hydroxy-3-methylbutyric acid. It derives from a D-valine. It is a conjugate acid of a (R)-2-hydroxy-3-methylbutyrate. It is an enantiomer of a (S)-2-hydroxy-3-methylbutyric acid.